FC1=C(C(=C(C=C1F)F)F)[B-](C1=C(C(=CC(=C1F)F)F)F)(C1=C(C(=CC(=C1F)F)F)F)C1=C(C(=CC(=C1F)F)F)F.C[NH2+]C N,N-dimethylammonium Tetrakis(2,3,5,6-tetrafluorophenyl)borate